C1=2C3=CC(=CC=C3OC2C=CC=C1)S(=O)(=O)Cl 8-oxatricyclo[7.4.0.02,7]trideca-1(9),2,4,6,10,12-hexaene-4-sulfonyl chloride